1-(5-fluoro-4-(4-(2-methoxyethoxy)phenyl)pyrimidin-2-yl)-N-(4-methyl-1-azabicyclo[3.2.2]non-4-yl)piperidine-4-carboxamide FC=1C(=NC(=NC1)N1CCC(CC1)C(=O)NC1(CCN2CCC1CC2)C)C2=CC=C(C=C2)OCCOC